2-aminopropan-1-ol NC(CO)C